2-(4,6-dimethylpyrazolo[1,5-a]pyrazin-2-yl)-7-[(3R)-4-ethyl-3-methylpiperazin-1-yl]-9-methyl-4H-pyrido[1,2-a]pyrimidin-4-one CC=1C=2N(C=C(N1)C)N=C(C2)C=2N=C1N(C(C2)=O)C=C(C=C1C)N1C[C@H](N(CC1)CC)C